ClC=1N=C(SC1)C=1N=NN(C1)[C@@H]1[C@H]([C@@H](SC=2C(=NC=C(C2)Cl)C#N)O[C@@H]([C@@H]1O)CO)OC 5-chloro-2-cyano-pyridin-3-yl 3-deoxy-3-[4-(4-chloro-thiazol-2-yl)-1H-1,2,3-triazol-1-yl]-2-O-methyl-1-thio-alpha-D-galactopyranoside